4-(2-aminobenzoyl)-N-(6,6-dimethylpiperidin-3-yl)-5-(trifluoromethyl)pyrimidin-2-amine NC1=C(C(=O)C2=NC(=NC=C2C(F)(F)F)NC2CNC(CC2)(C)C)C=CC=C1